(3-chloro-4-(methylthio)phenyl)methanol ClC=1C=C(C=CC1SC)CO